N5-(tert-butyl)-N7-((3,5-dimethylisoxazol-4-yl)methyl)-2-(1-(tetrahydro-2H-pyran-2-yl)-1H-pyrazol-5-yl)thieno[3,2-b]pyridin-5,7-diamine C(C)(C)(C)NC1=CC(=C2C(=N1)C=C(S2)C2=CC=NN2C2OCCCC2)NCC=2C(=NOC2C)C